(6R)-6-{[7-bromo-2-(1H-pyrazol-4-yl)[1,2,4]triazolo[1,5-c]quinazolin-5-yl]amino}-1,4-diazepan-5-one BrC1=CC=CC=2C=3N(C(=NC12)N[C@H]1C(NCCNC1)=O)N=C(N3)C=3C=NNC3